ClC1=CC=C(C(=N1)C1=NOC(N1)=O)O[C@H](C)C=1C=C(C=C2C(C(=C(OC12)C1=CC2=CN(N=C2C=C1)C)C)=O)C 3-[6-Chloro-3-[(1R)-1-[3,6-dimethyl-2-(2-methylindazol-5-yl)-4-oxo-chromen-8-yl]ethoxy]-2-pyridyl]-4H-1,2,4-oxadiazol-5-one